CN(C1C[C@H]2CCC[C@@H](C1)N2CC(=O)N2CCCC2)C2=NC(=CC(=N2)NC2=NNC(=C2)C)C2OCCC2 2-((1R,3s,5S)-3-(methyl(4-((5-methyl-1H-pyrazol-3-yl)amino)-6-(tetrahydrofuran-2-yl)pyrimidin-2-yl)amino)-9-azabicyclo[3.3.1]nonan-9-yl)-1-(pyrrolidin-1-yl)ethan-1-one